FC1=CC2=C(CC(NC2=CC1(C1=C(C=CC=C1)C(C)C)C1=C(C=C(C=C1)OC)F)=O)N1CCN(CC1)C(=O)NCCOC 4-(6-fluoro-7-(2-fluoro-4-methoxyphenyl)-7-(2-isopropylphenyl)-2-oxo-1,2-dihydroquinolin-4-yl)-N-(2-methoxyethyl)piperazine-1-carboxamide